O=C1NC(CCC1N1C(C2=CC=C(C=C2C1=O)N1CCC(CC1)CCCNC(C1=CC=C(C(=O)NC2=CC3=C(NC(=N3)CN3[C@H](CCC3)C)C=C2)C=C1)=O)=O)=O N1-(3-(1-(2-(2,6-dioxopiperidin-3-yl)-1,3-dioxoisoindolin-5-yl)piperidin-4-yl)propyl)-N4-(2-(((S)-2-methylpyrrolidin-1-yl)methyl)-1H-benzo[d]imidazol-5-yl)terephthalamide